1-heptyl-2-propylpyrrolidinium cyanide [C-]#N.C(CCCCCC)[NH+]1C(CCC1)CCC